(3-((4'-methyl-[3,3'-bipyridin]-6-yl)methyl)-1,2,3-oxadiazol-3-ium-5-yl)((3-(trifluoromethyl)phenyl)carbamoyl)amide CC1=C(C=NC=C1)C=1C=NC(=CC1)C[N+]1=NOC(=C1)[N-]C(NC1=CC(=CC=C1)C(F)(F)F)=O